C1(CC1)C1=C2CCN(C(C2=CC(=C1)CN1C(=NC=C1)NC)=O)[C@@H](C)C=1C=C(C(=NC1)C#N)OCC (S)-5-(1-(5-cyclopropyl-7-((2-(methylamino)-1H-imidazol-1-yl)methyl)-1-oxo-3,4-dihydroisoquinolin-2(1H)-yl)ethyl)-3-ethoxypicolinonitrile